C1(CCC1)CNCC=1C=CC=2N(C1)C=C(N2)CN2N=NC(=C2)C2=C1C=NNC1=CC=C2OC N-(cyclobutylmethyl)-1-[2-[[4-(5-methoxy-1H-indazol-4-yl)triazol-1-yl]methyl]imidazo[1,2-a]pyridin-6-yl]methanamine